6,7-dimethyl-2-((2R)-2-(6-methyl-4-pyridazinyl)-4-morpholinyl)-4-(trans-3-(trifluoromethyl)cyclobutyl)pteridine CC=1N=C2C(=NC(=NC2=NC1C)N1C[C@H](OCC1)C1=CN=NC(=C1)C)[C@@H]1C[C@H](C1)C(F)(F)F